NC1=NC=2N=C(C(=CC2C2=C1COC2)C(=O)N([C@@H]2CO[C@@H](C1=C2C=CC(=C1)C(F)(F)F)C)C)Cl 4-amino-7-chloro-N-methyl-N-((1R,4S)-1-methyl-7-(trifluoromethyl)-3,4-dihydro-1H-2-benzopyran-4-yl)-1,3-dihydrofuro[3,4-c][1,8]naphthyridine-8-carboxamide